2-{[(dimethylsulfamoyl)(ethyl)amino]methyl}-7-(1H-pyrazol-3-yl)-1H-imidazo[4,5-c]quinolin-4-amine CN(S(=O)(=O)N(CC)CC=1NC2=C(C(=NC=3C=C(C=CC23)C2=NNC=C2)N)N1)C